C1(CC1)C1=NC(=NO1)C=1C=C(C(=NC1)C(=O)O)SCC 5-(5-cyclopropyl-1,2,4-oxadiazol-3-yl)-3-(ethylsulfanyl)pyridine-2-carboxylic acid